methyl 4-[3-[2,6-dichloro-4-(2,7-diazaspiro[3.5]nonan-2-yl)benzoyl]-2,4-dihydro-1,3-benzoxazine-8-yl]-5-fluoro-2-(3-oxa-8-azabicyclo[3.2.1]octan-8-yl)benzoate ClC1=C(C(=O)N2COC3=C(C2)C=CC=C3C3=CC(=C(C(=O)OC)C=C3F)N3C2COCC3CC2)C(=CC(=C1)N1CC2(C1)CCNCC2)Cl